2-(5,5-dimethyl-3-(4-cyano-3-(trifluoromethyl)phenyl)-2,4-dioxoimidazolin-1-yl)-N-(pyridin-2-yl)acetamide CC1(C(N(C(N1CC(=O)NC1=NC=CC=C1)=O)C1=CC(=C(C=C1)C#N)C(F)(F)F)=O)C